3-[(1R,2S)-2-(2,4-dichlorophenyl)cyclopropyl]-1-methyl-1-[(3R)-1-(pyridazin-3-yl)piperidin-3-yl]urea ClC1=C(C=CC(=C1)Cl)[C@H]1[C@@H](C1)NC(N([C@H]1CN(CCC1)C=1N=NC=CC1)C)=O